(2-ethoxymethyl)-1H-imidazo[4,5-c]quinolin-4-amine CCOCN1C=NC=2C(=NC=3C=CC=CC3C21)N